6-(3,5-bis(trifluoromethyl)phenyl)pyridin-3-ol imidazopyridinebisphosphonate N1C(=NC2=C1C=CC(=N2)P(O)(=O)O)P(O)(=O)O.FC(C=2C=C(C=C(C2)C(F)(F)F)C2=CC=C(C=N2)O)(F)F